N-(2-chloropyrimidine-4-yl)-2,3-dimethyl-2H-indazole-6-amine ClC1=NC=CC(=N1)NC=1C=CC2=C(N(N=C2C1)C)C